CS(=O)(=O)NC1=CC=CC=C1 Mesylaniline